FC(F)(F)C(=C)C1=CC2=CC=CC=C2C=C1 trifluoromethyl-2-naphthylethylene